3-bromo-2-(6-(tert-butyl)pyridin-3-yl)-6,7,8,9-tetrahydro-4H-pyrido[1,2-a]pyrimidin-4-one BrC1=C(N=C2N(C1=O)CCCC2)C=2C=NC(=CC2)C(C)(C)C